tert-butyl 4-(chlorocarbonyl)-piperidine-1-carboxylate ClC(=O)C1CCN(CC1)C(=O)OC(C)(C)C